COC1=C(C=C2C=NC=CC2=C1)OC The molecule is a member of the class of isoquinolines carrying two methoxy substituents at positions 6 and 7. It has a role as a plant metabolite. It is an isoquinoline alkaloid and a member of isoquinolines.